{2-[4-(2-hydroxy-ethyl)-piperazin-1-yl]-ethyl}-carbamic acid tert-butyl ester C(C)(C)(C)OC(NCCN1CCN(CC1)CCO)=O